tert-butyl (1-(4-(4-((2S,5R)-2,5-dimethylpiperazine-1-carboxamido)-2-oxopyrimidin-1(2H)-yl)benzyl)piperidin-4-yl)carbamate C[C@@H]1N(C[C@H](NC1)C)C(=O)NC1=NC(N(C=C1)C1=CC=C(CN2CCC(CC2)NC(OC(C)(C)C)=O)C=C1)=O